C(C)(C)(C)C1=CC=C(CC(C=O)C)C=C1 2-(4-tert-butylbenzyl)propanal